21-Hydroxy-triacontanoic acid OC(CCCCCCCCCCCCCCCCCCCC(=O)O)CCCCCCCCC